C(C)(C)(C)N(C(O)=O)C1=CC=C(C=C1)N1[C@H](CCC1)C=1N=C(SC1)N.[N+](=O)([O-])C=1C=C(C=CC1)C(=O)C=1OC(=CN1)C1=CC(=CC=C1)[N+](=O)[O-] (3-nitrophenyl)(5-(3-nitrophenyl)oxazol-2-yl)methanone tert-butyl-(R)-(4-(2-(2-aminothiazol-4-yl)pyrrolidin-1-yl)phenyl)carbamate